methylbut-2-en-1-yl diphosphate O(P([O-])(=O)OP(=O)([O-])[O-])C(C=CC)C